O=C1N(C(C=C1)=O)CCCCCN(C(=O)C1(CCC1)C(=O)N)[C@H](C(=O)NC1=CC=C(C=C1)CO)CCCNC(=O)N (S)-N-(5-(2,5-dioxo-2,5-dihydro-1H-pyrrol-1-yl)pentyl)-N-(1-((4-(hydroxymethyl)phenyl)amino)-1-oxo-5-ureidopentan-2-yl)cyclobutane-1,1-dicarboxamide